C(C)(C)(C)N(C([O-])=O)CCN1C(=NC=C1)C1CCOCC1.N1C(=NC=C1)C=1C=CC=C(C1C=NO)O.[Zn+2].C(C)(C)(C)N(C([O-])=O)CCN1C(=NC=C1)C1CCOCC1 ZINC IMIDAZOLESALICYLALDOXIME tert-Butyl-2-(2-(tetrahydro-2H-pyran-4-yl)-1H-imidazol-1-yl)ethylcarbamate